2-iodoazaindole C1=CC=C2C(=C1)NC(=N2)I